tert-butyl 4-{[(4-bromopyridin-2-yl)carbamoyl]methyl}-2,6-dimethylpiperazine-1-carboxylate BrC1=CC(=NC=C1)NC(=O)CN1CC(N(C(C1)C)C(=O)OC(C)(C)C)C